4-[2-Fluoro-4-[[[(2-phenylacetyl)amino]thioxomethyl]amino]-phenoxy]-7-methoxy-N-methyl-6-chinolincarboxamid FC1=C(OC2=CC=NC3=CC(=C(C=C23)C(=O)NC)OC)C=CC(=C1)NC(=S)NC(CC1=CC=CC=C1)=O